gallium antimony telluride [Sb]=[Te].[Ga]